C1(CC1)C=1C(=NON1)C(=O)N[C@H](C=1N=C2N(N=CC(=C2)[C@H]([C@@H]2C(N[C@@H](C2)C(F)(F)F)=O)O)C1)C1CCC(CC1)(F)F 4-Cyclopropyl-N-((S)-(4,4-difluorocyclohexyl)(7-((S)-hydroxy((3R,5S)-2-oxo-5-(trifluoromethyl)pyrrolidin-3-yl)methyl)imidazo[1,2-b]pyridazin-2-yl)methyl)-1,2,5-oxadiazole-3-carboxamide